C(C)OC(=O)[C@@H]1CCC2=CC(=CC(N12)=O)OS(=O)(=O)C1=CC=C(C=C1)C.C(C(=C)C)(=O)OCCC[Si](OC(C)C)(OC(C)C)OC(C)C gamma-(methacryloxy)propyl-triisopropoxysilane ethyl-(3S)-7-{[(4-methylphenyl)sulfonyl]oxy}-5-oxo-1,2,3,5-tetrahydro-3-indolizinecarboxylate